SCCOCCOCCOCCOCCOCCS tetraethylene glycol bis(2-mercaptoethyl) ether